FC(F)(F)SCC1=C(C=CC=C1)Cl 2-chlorobenzyl trifluoromethyl sulfide